C(C1=CC=CC=C1)OC1=CC=C(C=N1)[C@H]1CNC[C@H](O1)C (2S,6R)-2-(6-benzyloxy-3-pyridyl)-6-methyl-morpholine